BrC=1C=C(C2=CN(N=C2C1C)CC(=O)OCC)C(F)F ethyl 2-[6-bromo-4-(difluoromethyl)-7-methyl-indazol-2-yl]acetate